N-[3-[2,5-bis(difluoromethoxy)phenyl]-1-[[1-[2-(dimethylamino)ethyl]tetrazol-5-yl]methyl]pyrazol-4-yl]pyrazolo[1,5-a]pyrimidine FC(OC1=C(C=C(C=C1)OC(F)F)C1=NN(C=C1N1CC=C2N1C=CC=N2)CC2=NN=NN2CCN(C)C)F